5,6-Difluoro-1-methyl-2-[4-(1-methyl-4-pyridin-4-yl-1H-pyrazol-3-yl)-phenoxymethyl]-1H-benzoimidazole FC1=CC2=C(N(C(=N2)COC2=CC=C(C=C2)C2=NN(C=C2C2=CC=NC=C2)C)C)C=C1F